N-(4-(1H-Pyrazol-4-yl)phenethyl)-2-ethynylthiazole-4-carboxamide N1N=CC(=C1)C1=CC=C(CCNC(=O)C=2N=C(SC2)C#C)C=C1